C1(CC1)NCC1=CC=C(C=C1)C=1N(C2SC3=C(N2C1)C=CC=C3)CCCN(CC)CC 2-(4-((cyclopropylamino)methyl)phenyl)-N-(3-(diethylamino)propyl)benzo[d]imidazo[2,1-b]thiazole